N-pentadecyl-N,N-dimethyl-N-benzylammonium C(CCCCCCCCCCCCCC)[N+](CC1=CC=CC=C1)(C)C